(S)-3-(6-((S)-5-(hydroxymethyl)-5-methyl-2-((4-(4-methylpiperazin-1-yl)phenyl)amino)-5,6-dihydro-7H-pyrrolo[2,3-d]pyrimidin-7-yl)pyridin-2-yl)-4-methyloxazolidin-2-one OC[C@@]1(CN(C=2N=C(N=CC21)NC2=CC=C(C=C2)N2CCN(CC2)C)C2=CC=CC(=N2)N2C(OC[C@@H]2C)=O)C